N[C@H](C(=O)O)CC1=CC(=C(C=C1)O)Cl (S)-2-amino-3-(3-chloro-4-hydroxyphenyl)propionic acid